3-[2,3,5-trifluoro-4-[(1S,4S)-2-oxa-5-azabicyclo[2.2.1]heptan-5-yl]anilino]pyrazine-2-carboxamide FC1=C(NC=2C(=NC=CN2)C(=O)N)C=C(C(=C1F)N1[C@@H]2CO[C@H](C1)C2)F